3-(4,6-diphenyl-1,3,5-triazin-2-yl)phenylboronic acid C1(=CC=CC=C1)C1=NC(=NC(=N1)C1=CC=CC=C1)C=1C=C(C=CC1)B(O)O